C(#N)C=1C=C(C=CC1OC)NC(=O)C1(CCC(CC1)N1C(NC2=C(C=CC(=C2C1)C)OC)=O)C (1s,4s)-N-(3-Cyano-4-methoxyphenyl)-4-(8-methoxy-5-methyl-2-oxo-1,2-dihydroquinazolin-3(4H)-yl)-1-methylcyclohexanecarboxamide